tert-butyl (2R,5R)-4-(6-cyano-1-methyl-2-oxo-1,2-dihydropyrido[3,2-d]pyrimidin-4-yl)-2-ethyl-5-(hydroxymethyl)piperazine-1-carboxylate C(#N)C=1C=CC=2N(C(N=C(C2N1)N1C[C@H](N(C[C@@H]1CO)C(=O)OC(C)(C)C)CC)=O)C